COC1=CC=C(C(=N1)C)C=1C=NC=2CCN(CC2C1)C=1C(=CC=2N(N1)C(C=CN2)=O)C 7-(3-(6-methoxy-2-methylpyridin-3-yl)-7,8-dihydro-1,6-naphthyridin-6(5H)-yl)-8-methyl-4H-pyrimido[1,2-b]pyridazin-4-one